COC(CCCC(=O)O)C.C(C)(=O)OCCC(C)OC 3-methoxybutyl acetate (3-methoxybutyl acetate)